N-hydroxy-2-(4-(4-(((2-phenylcyclopropyl)amino)methyl)piperidin-1-yl)butanoyl)isoindoline-5-carboxamide TFA salt OC(=O)C(F)(F)F.ONC(=O)C=1C=C2CN(CC2=CC1)C(CCCN1CCC(CC1)CNC1C(C1)C1=CC=CC=C1)=O